tert-Butyl N-[(1R)-1-[[4-[1-(benzenesulfonyl)-2-methyl-pyrrolo[2,3-b]pyridin-4-yl]phenyl]carbamoyl]-3-methyl-butyl]carbamate C1(=CC=CC=C1)S(=O)(=O)N1C(=CC=2C1=NC=CC2C2=CC=C(C=C2)NC(=O)[C@@H](CC(C)C)NC(OC(C)(C)C)=O)C